C1(=CC=CC=C1)C(C(=O)OC(CC(OC(C1=CC=CC=C1)=O)C1=CC=CC=C1)C1=CC=CC=C1)=O 1,3-diphenyl-1,3-propanediol benzoate phenylglyoxylate